O=C1N(C(C2=CC=CC=C12)=O)CC1=C(C(=O)NC2=CC(=CC=C2)C=2N=C(NC2C2=CC(=NC=C2)NC2=CC=CC=C2)SC)C(=CC=C1O)F 2-((1,3-dioxoisoindolin-2-yl)methyl)-6-fluoro-3-hydroxy-N-(3-(2-(methylthio)-5-(2-(phenylamino)pyridin-4-yl)-1H-imidazol-4-yl)phenyl)benzamide